F[C@@H]1CN(CC1)CC1=C(C=CC(=N1)N)C1CCOCC1 6-{[(3S)-3-fluorotetrahydro-1H-pyrrol-1-yl]methyl}-5-(3,4,5,6-tetrahydro-2H-pyran-4-yl)pyridin-2-amine